BrC=1C(=NC(=C(C1)C)C)NC1=C(C=CC=2NS(CC21)(=O)=O)C 4-((3-Bromo-5,6-dimethylpyridin-2-yl)amino)-5-methyl-1,3-dihydrobenzo[c]isothiazole 2,2-dioxide